1-[4-(4-Hydroxyphenyl)-piperazin-1-yl]-3-naphthalen-2-yl-propan-1-one OC1=CC=C(C=C1)N1CCN(CC1)C(CCC1=CC2=CC=CC=C2C=C1)=O